(4-bromo-3-fluoro-phenyl)methylamine hydrochloride Cl.BrC1=C(C=C(C=C1)CN)F